Cl.F\C=C(\CN)/COC=1C=C2C=CC(=NC2=CC1)C1=CC=NC=C1 (Z)-3-fluoro-2-[[2-(4-pyridinyl)-6-quinolinyl]oxymethyl]prop-2-en-1-amine hydrochloride